2-Cyclopropyl-5-(2'-methoxy-4'-methyl-3,4,5,6-tetrahydro-2H-[1,3']bipyridinyl-4-yl)-4-methyl-7-(2-trifluoromethyl-benzyl)-2,4,5,7-tetrahydro-pyrazolo[3,4-d]pyrimidin-6-one C1(CC1)N1N=C2N(C(N(C(C2=C1)C)C1CCN(CC1)C=1C(=NC=CC1C)OC)=O)CC1=C(C=CC=C1)C(F)(F)F